C(C)(C)(C)OC(=O)N[C@@H]([C@H](N)C1=CC=CC=C1)C1=CC=CC=C1 (1R,2R)-N-t-Butoxycarbonyl-1,2-diphenylethylenediamine